COC1=C(C=CC=C1)NCC1=COC2=CC=CC=C2C1=O 3-(((2-Methoxyphenyl)amino)methyl)-4H-chromen-4-one